5-methyl-2H-furo[2,3-c]pyran-2-one CC1=CC=2C(=CO1)OC(C2)=O